N1(C=NC=C1)C(=O)N1CCC(CCC1)N1C(NC2=NC=CC=C21)=O 1-(1-(1H-imidazole-1-carbonyl)azepan-4-yl)-1,3-dihydro-2H-imidazo[4,5-b]pyridin-2-one